2-(4-phenoxy-phenyl)-propane-1,2,3-tricarboxylic acid O(C1=CC=CC=C1)C1=CC=C(C=C1)C(CC(=O)O)(CC(=O)O)C(=O)O